(E)-11-Hexadecenal C(CCCCCCCCC\C=C\CCCC)=O